1-(1,4,7,10,13-pentaoxa-16-azacyclooctadecan-16-yl)hex-5-en-1-one O1CCOCCOCCOCCOCCN(CC1)C(CCCC=C)=O